5-(phosphonomethyl)-L-phenylalanine P(=O)(O)(O)CC=1C=CC=C(C[C@H](N)C(=O)O)C1